C(C)OP(OCC)(=O)CCCCCCCCCCCOC1=C(C=CC(=C1)Br)Br (11-(2,5-Dibromophenoxy)undecyl)phosphonic acid diethyl ester